2-(2-methoxy-4-fluoro-5-nitrophenylamino)-4-(1-methylindol-3-yl)pyrazolo[1,5-a][1,3,5]triazine COC1=C(C=C(C(=C1)F)[N+](=O)[O-])NC1=NC=2N(C(=N1)C1=CN(C3=CC=CC=C13)C)N=CC2